Butyl 4-(2-((2-chloro-4-methylphenyl)amino)isonicotinoyl)piperazine-1-carboxylate ClC1=C(C=CC(=C1)C)NC=1C=C(C(=O)N2CCN(CC2)C(=O)OCCCC)C=CN1